COC([C@H](OC)OC1=NN(C(=C1C=O)C=1C=NC(=CC1)F)C1=C(C=CC=C1)F)=O |r| Methyl-(2RS)-{[1-(2-fluorophenyl)-5-(6-fluoropyridin-3-yl)-4-formyl-1H-pyrazol-3-yl]oxy}(methoxy)acetat